[N+](=O)([O-])C=1C=C(C=CC1)N1CCCCC1 1-(3-Nitrophenyl)piperidine